ClC1=C(C=C(C=C1)C1=CN(C2=NC(=CC=C21)C(=O)N2C(CN(CC2)C2=NC(=C(C(=O)O)C(=C2)C)C)(C)C)C[C@H]2COCC2)F (S)-6-(4-(3-(4-chloro-3-fluorophenyl)-1-((tetrahydrofuran-3-yl)methyl)-1H-pyrrolo[2,3-b]pyridine-6-carbonyl)-3,3-dimethylpiperazin-1-yl)-2,4-dimethylnicotinic acid